ClC(N(CC(=O)[O-])CC(=O)[O-])CN(CC(=O)[O-])CC(=O)[O-].[K+].[K+].[K+].[K+] potassium chloroedetate